C(C1=CC=CC=C1)S(=O)(=O)N1C2CN(C(C1)C2)C2=NC1=CC=CC=C1C(=N2)NC2=NNC(=C2)C2CC2 2-(5-(benzylsulfonyl)-2,5-diazabicyclo[2.2.1]heptan-2-yl)-N-(5-cyclopropyl-1H-pyrazol-3-yl)quinazolin-4-amine